NC1=C(N=CC2=C(C(=CC=C12)F)C=1C(=NNC1)C)C(=O)NCCC 4-amino-7-fluoro-8-(3-methyl-1H-pyrazol-4-yl)-N-propylisoquinoline-3-carboxamide